3,3-difluoro-1-(mercapto-(2-(trifluoromethyl)phenyl)methyl)cyclobutan-1-ol FC1(CC(C1)(O)C(C1=C(C=CC=C1)C(F)(F)F)S)F